NCC1CCN(CC1)C=1C=C2C=C(N(C2=CC1)C1=CC=C(C#N)C=C1)C1=CC(=C(C=C1)OC)F 4-(5-(4-(aminomethyl)piperidin-1-yl)-2-(3-fluoro-4-methoxyphenyl)-1H-indol-1-yl)benzonitrile